(1,3-Dioxolan-2-yl)ethane O1C(OCC1)CC